(2-fluorophenyl)(trifluoromethyl)((4-(5-(trifluoromethyl)-1,2,4-oxadiazol-3-yl)phenyl)imino)-λ6-sulfanone FC1=C(C=CC=C1)S(=O)(=NC1=CC=C(C=C1)C1=NOC(=N1)C(F)(F)F)C(F)(F)F